N-{4-[4-(6-methoxypyridin-3-yl)phenoxy]tetrahydro-furan-3-yl}propane-2-sulfonamide COC1=CC=C(C=N1)C1=CC=C(OC2C(COC2)NS(=O)(=O)C(C)C)C=C1